2-(difluoromethyl)-5-(3-fluoro-4-((4-(2-methyl-1,2,3,4-tetrahydroisoquinolin-6-yl)-1H-1,2,3-triazol-1-yl)methyl)phenyl)-1,3,4-oxadiazole FC(C=1OC(=NN1)C1=CC(=C(C=C1)CN1N=NC(=C1)C=1C=C2CCN(CC2=CC1)C)F)F